N-cyclopropyl-5-fluoro-2-[3-[(trans)-2-[4-(2-pyrrolidin-1-ylethyl)-2-pyridyl]vinyl]-1-Tetrahydropyran-2-yl-indazol-6-yl]sulfanylbenzamide C1(CC1)NC(C1=C(C=CC(=C1)F)SC1=CC=C2C(=NN(C2=C1)C1OCCCC1)\C=C\C1=NC=CC(=C1)CCN1CCCC1)=O